3-dimethylamino-1-(2-hydroxy-5-chlorophenyl)prop-2-ene-1-one CN(C=CC(=O)C1=C(C=CC(=C1)Cl)O)C